bis(2-methoxybenzoyl)(1-methylpropan-1-yl)phosphin oxide COC1=C(C(=O)P(C(CC)C)(C(C2=C(C=CC=C2)OC)=O)=O)C=CC=C1